9H-fluorenone O-trityl oxime C(C1=CC=CC=C1)(C1=CC=CC=C1)(C1=CC=CC=C1)ON=C1CC=CC=2C3=CC=CC=C3CC12